C(C1=CC=CC=C1)(C1=CC=CC=C1)N1CCC(CCC1)SC=1C=C2CN(C(C2=CC1)=O)C1C(NC(CC1)=O)=O 3-(5-((1-benzhydryl-azepan-4-yl)thio)-1-oxoisoindolin-2-yl)piperidine-2,6-dione